4-{6-[imino(methyl)oxo-λ6-sulfanyl]-2,6-diazaspiro[3.4]octan-2-yl}-8-methoxyquinoline-3-carbonitrile N=S(N1CC2(CN(C2)C2=C(C=NC3=C(C=CC=C23)OC)C#N)CC1)(=O)C